1-cyclobutyl-5-(5,5-dimethyl-1,3,2-dioxaborolan-2-yl)pyridin-2(1H)-one C1(CCC1)N1C(C=CC(=C1)B1OC(CO1)(C)C)=O